scandium-rubidium [Rb].[Sc]